2-Hydroxycyclopentane-1-carboxylic acid OC1C(CCC1)C(=O)O